N-succinyl-L-tyrosine C(CCC(=O)O)(=O)N[C@@H](CC1=CC=C(C=C1)O)C(=O)O